CN1N=CC(=C1)NCC=1N=NC(=CC1)C(F)(F)F 1-methyl-N-((6-(trifluorometh-yl)pyridazin-3-yl)methyl)-1H-pyrazol-4-amine